O[C@H]1[C@H](CCC=2C=CC(=CC12)S(=O)(=O)N)[C@H]1N2C(C3=CC=CC=C13)=CN=C2 (7R,8S)-8-hydroxy-7-((R)-5H-imidazo[5,1-a]isoindol-5-yl)-5,6,7,8-tetrahydronaphthalene-2-sulfonamide